C(#N)[C@@H](CC(NC(C1=CC=CC=C1)(C1=CC=CC=C1)C1=CC=CC=C1)=O)NC(OC(C)(C)C)=O tert-butyl (R)-(1-cyano-3-oxo-3-(tritylamino)propyl)carbamate